methyl-(R)-1-N-(2,6-dichloro-4-((2-(trimethylsilyl)ethoxy)methoxy)benzyl)-3-isobutoxy-3-oxopropanamide C[C@H](C(=O)NCC1=C(C=C(C=C1Cl)OCOCC[Si](C)(C)C)Cl)C(=O)OCC(C)C